C=1N=CN2C1C1=CC=CC=C1C2C2C(C=1C=CC(=CC1CC2)C(=O)NC)=O 6-(5H-imidazo[5,1-a]isoindol-5-yl)-N-methyl-5-oxo-5,6,7,8-tetrahydronaphthalene-2-carboxamide